N-(2-(((4-(N-(1-cyclohexylethyl)sulfamoyl)naphthalen-1-yl)oxy)methyl)phenyl)acetamide C1(CCCCC1)C(C)NS(=O)(=O)C1=CC=C(C2=CC=CC=C12)OCC1=C(C=CC=C1)NC(C)=O